ClC=1C=NC(=NC1)N1CCC(CC1)CCCOC1=CC(=C(C=C1)CC(=O)N1C[C@H]2CN([C@H]2C1)C[C@@H]([C@H]([C@@H]([C@@H](CO)O)O)O)O)F 2-(4-(3-(1-(5-chloropyrimidin-2-yl)piperidin-4-yl)propoxy)-2-fluorophenyl)-1-((1R,5R)-6-((2S,3R,4R,5R)-2,3,4,5,6-pentahydroxyhexyl)-3,6-diazabicyclo[3.2.0]heptan-3-yl)ethan-1-one